tert-butyl (2-amino-6-methoxyphenethyl)(methyl)carbamate NC1=C(CCN(C(OC(C)(C)C)=O)C)C(=CC=C1)OC